4-((3S)-1-(1-((1H-imidazol-4-yl)amino)-1-oxopropan-2-yl)-4,4-difluoropiperidin-3-yl)pyridine 1-oxide N1C=NC(=C1)NC(C(C)N1C[C@@H](C(CC1)(F)F)C1=CC=[N+](C=C1)[O-])=O